OCCC1CCC(CC1)NC(=O)C(C)(C)C N-((1R,4R)-4-(2-hydroxyethyl)cyclohexyl)-2-methylpropan-2-carboxamide